C(OCCC1=CCCC12CCCCC2)([O-])=O Spiro[4.5]dec-3-en-4-ylethyl carbonate